benzyl (3R)-3-methylpiperazine-1-carboxylate C[C@@H]1CN(CCN1)C(=O)OCC1=CC=CC=C1